(S)-(4-(difluoromethyl)-2-(4-fluoropiperidin-1-yl)oxazol-5-yl)(4-(7-fluorobenzo[d]oxazol-2-yl)-6,7-dihydro-1H-imidazo[4,5-c]pyridin-5(4H)-yl)methanone FC(C=1N=C(OC1C(=O)N1[C@@H](C2=C(CC1)NC=N2)C=2OC1=C(N2)C=CC=C1F)N1CCC(CC1)F)F